C(C)(C)(C)OC(=O)N[C@H]1C[C@H](CCC1)C1=NN=C2N1C=C(C(=C2)OC)C(=O)OC methyl 3-[(1S,3R)-3-(tert-butoxycarbonylamino)cyclohexyl]-7-methoxy-[1,2,4]triazolo[4,3-a]pyridine-6-carboxylate